CCC1(C(=O)NC(=O)N(C1=O)C)C2=CC=CC=C2 The molecule is a member of the class of barbiturates, the structure of which is that of barbituric acid substituted at N-1 by a methyl group and at C-5 by ethyl and phenyl groups. It has a role as an anticonvulsant.